[Mn].[Fe].[Si] silicon-iron-manganese